BrC=1C=C(C(=O)OC)C=C(C1O)NC(CCl)=O methyl 3-bromo-5-(2-chloroacetamido)-4-hydroxybenzoate